[O-]S(=O)(=O)C(F)(F)F.[Se+2].[O-]S(=O)(=O)C(F)(F)F selenium triflate